ClC=1C(=NC=C(C1)Cl)OCCCNC1=NC(=NC(=C1Cl)C(F)F)C N-(3-((3,5-dichloropyridin-2-yl)oxy)propyl)-5-chloro-2-methyl-6-difluoromethylpyrimidin-4-amine